ClC1=C2C=C(N(C2=CC(=C1Cl)OC)C)C(=O)NC1(COC1)C1=CC=C(C=C1)[C@H](C(=O)O)CC |r| (±)-2-{4-[3-(4,5-dichloro-6-methoxy-1-methyl-1H-indole-2-amido)oxetan-3-yl]phenyl}butanoic acid